6-(4-chlorophenyl)-N-[(2S)-1-hydroxy-3-methoxypropan-2-yl]-2-(1-methyl-1H-pyrazol-4-yl)-3-oxo-2,3-dihydropyridazine-4-carboxamide ClC1=CC=C(C=C1)C=1C=C(C(N(N1)C=1C=NN(C1)C)=O)C(=O)N[C@@H](CO)COC